5-(2-{2-oxaspiro[3.5]nonan-7-yloxy}pyrimidin-4-yl)-1,3-thiazol-2-amine C1OCC12CCC(CC2)OC2=NC=CC(=N2)C2=CN=C(S2)N